2-[7-[4-fluoro-2-(2-methoxyethoxy)phenyl]-4-(1,2,3,4-tetrahydroisoquinolin-6-yl)thieno[3,2-c]pyridin-6-yl]-3H-benzimidazol-5-amine FC1=CC(=C(C=C1)C=1C2=C(C(=NC1C=1NC3=C(N1)C=CC(=C3)N)C=3C=C1CCNCC1=CC3)C=CS2)OCCOC